(Z)-1-acetyl-3-((5-cyclopropyl-1-benzylimidazol-4-yl)methylene)piperazine-2,5-dione C(C)(=O)N1C(/C(/NC(C1)=O)=C/C=1N=CN(C1C1CC1)CC1=CC=CC=C1)=O